[Cl-].[Sm+3].[Cl-].[Cl-] Samarium chloride